N-pyrimidinyl-2-cyanoindole N1=C(N=CC=C1)N1C(=CC2=CC=CC=C12)C#N